BrC1=CC2=C(OC3=C2C=CC(=C3)Cl)C=3C=CC=CC13 5-bromo-9-chloronaphtho[1,2-b]benzofuran